[N+](=O)([O-])C1=CC=C(C=C1)N1C=2C=CC=CC2C(C2=CC=CC=C12)=S 10-(4-nitrophenyl)acridine-9(10H)-thione